C[SiH2]C DIMETHYLSILANE